3-bromo-1'H-[1,7'-biindol]-7-amine BrC1=CN(C2=C(C=CC=C12)N)C=1C=CC=C2C=CNC12